methyl N-[4,5-dichloro-2-[[(1S)-3-(methylamino)-1-[[(3S,5R)-5-methyl-2-oxo-pyrrolidin-3-yl]methyl]-2,3-dioxo-propyl]carbamoyl]phenyl]carbamate ClC1=CC(=C(C=C1Cl)NC(OC)=O)C(N[C@H](C(C(=O)NC)=O)C[C@H]1C(N[C@@H](C1)C)=O)=O